Cl.C=1NC=C2C=CC=CC12 isoindole-HCl